2-bromo-4-chloro-naphthalen-1-ol BrC1=C(C2=CC=CC=C2C(=C1)Cl)O